CC1=CC2=C(C=C1C)N(C3=NC(=O)NC(=O)C3=N2)C[C@@H]([C@@H]([C@@H](CO)O)O)O The molecule is d-Ribitol in which the hydroxy group at position 5 is substituted by a 7,8-dimethyl-2,4-dioxo-3,4-dihydrobenzo[g]pteridin-10(2H)-yl moiety. It is a nutritional factor found in milk, eggs, malted barley, liver, kidney, heart, and leafy vegetables, but the richest natural source is yeast. The free form occurs only in the retina of the eye, in whey, and in urine; its principal forms in tissues and cells are as flavin mononucleotide and flavin-adenine dinucleotide. It has a role as a photosensitizing agent, a metabolite, a B vitamin, a food colouring, an Escherichia coli metabolite, a mouse metabolite and a cofactor. It is a conjugate acid of a riboflavin(1-).